ClC=C(C(F)Cl)F 1,3-dichloro-2,3-difluoropropene